2-methoxy-5-bis(methylsulfonyl)aminomethyl-benzenesulfonamide COC1=C(C=C(C=C1)CN(S(=O)(=O)C)S(=O)(=O)C)S(=O)(=O)N